4-(7-bromo-1H-indol-3-yl)-2-(2,2,2-trifluoroethoxy)pyrimidine-5-carbonitrile BrC=1C=CC=C2C(=CNC12)C1=NC(=NC=C1C#N)OCC(F)(F)F